2-[(2-chloro-3-fluoro-benzoyl)amino]-4-[4-(5,6,7,8-tetrahydro-1,8-naphthyridin-2-yl)butyl-(trideuteriomethyl)amino]butanoic acid ClC1=C(C(=O)NC(C(=O)O)CCN(C([2H])([2H])[2H])CCCCC2=NC=3NCCCC3C=C2)C=CC=C1F